(2s,3s,4r,5r)-5-(6-(((6-chloropyridin-2-yl)methyl)amino)-2-(5-fluoropyridin-3-yl)-9H-purin-9-yl)-3,4-dihydroxy-N-methyltetrahydrofuran-2-carboxamide ClC1=CC=CC(=N1)CNC1=C2N=CN(C2=NC(=N1)C=1C=NC=C(C1)F)[C@H]1[C@@H]([C@@H]([C@H](O1)C(=O)NC)O)O